N(=C=S)C=1C(=C2NC1C(=C1C=CC(=N1)C(=C1C=CC(N1)=C(C=1C=CC(N1)=C2C2=CC=C(C=C2)S(=O)(=O)O)C2=CC=C(C=C2)S(=O)(=O)O)C2=CC=C(C=C2)S(=O)(=O)O)C2=CC=C(C=C2)N=C=S)C2=CC=CC=C2 isothiocyanatophenyl-5-(4-isothiocyanatophenyl)-10,15,20-tris(4-sulfophenyl)porphyrin